C(C)CC(CC(=O)[O-])=O.[Ti+4].C(C)CC(CC(=O)[O-])=O.C(C)CC(CC(=O)[O-])=O.C(C)CC(CC(=O)[O-])=O titanium (ethylacetoacetate)